(S)-3-(4-((3,5-dichloro-4-(3-chloropropoxy)phenyl)sulfonyl)phenoxy)propane-1,2-diol ClC=1C=C(C=C(C1OCCCCl)Cl)S(=O)(=O)C1=CC=C(OC[C@H](CO)O)C=C1